C1=CC=C(C=C1)NC2=C(C=C(C=C2)Br)N 4-bromo-N1-phenylbenzene-1,2-diamine